N1=CC=C(C=C1)N1N=CC(=C1N)C(=O)C1=CC(=CC=C1)OCC(COC(CCC)=O)OC(CCC)=O 2-(4-pyridyl)-3-amino-4-(3-[2,3-di{butyroyloxy}propyloxy]-phenyl)carbonylpyrazole